(±)-phenethyl 2-((2-(p-tolyl)prop-1-en-1-yl)oxy)propanoate C1(=CC=C(C=C1)C(=CO[C@@H](C(=O)OCCC1=CC=CC=C1)C)C)C |r|